2-fluoro-N-(5-(5-fluoro-4-(4-(4-oxopent-2-enoyl)piperazin-1-yl)quinolin-6-yl)-2-methoxypyridin-3-yl)benzenesulfonamide FC1=C(C=CC=C1)S(=O)(=O)NC=1C(=NC=C(C1)C=1C(=C2C(=CC=NC2=CC1)N1CCN(CC1)C(C=CC(C)=O)=O)F)OC